tert-butyl 4-[3-[[1-[1-(2,6-dioxo-3-piperidyl)-3-methyl-2-oxo-benzimidazol-5-yl]-4-piperidyl]oxymethyl]cyclobutoxy]piperidine-1-carboxylate O=C1NC(CCC1N1C(N(C2=C1C=CC(=C2)N2CCC(CC2)OCC2CC(C2)OC2CCN(CC2)C(=O)OC(C)(C)C)C)=O)=O